N-[(2-methyltetrahydropyran-4-ylidene)amino]carbamic acid tert-butyl ester C(C)(C)(C)OC(NN=C1CC(OCC1)C)=O